ClC=1C=C2CC(N(CC2=CC1)CC)=O 6-chloro-2-ethyl-1,4-dihydroisoquinoline-3(2H)-one